(3R,4S)-3-fluorotetrahydro-2H-pyran F[C@H]1COCCC1